C(C)[N+](CCCCCCCC)(CC)CC.P(=O)(OCCCC)([O-])[O-].C(C)[N+](CC)(CC)CCCCCCCC butyl phosphate triethyloctyl-ammonium salt